N-[4-(5-fluoro-2-thienyl)-2-nitro-phenyl]carbamic acid tert-butyl ester C(C)(C)(C)OC(NC1=C(C=C(C=C1)C=1SC(=CC1)F)[N+](=O)[O-])=O